FC1=C(C(=CC(=C1)OC1CN(C1)CCCF)F)[C@@H]1N([C@H](CC2=C1NC1=CC=C(C=C21)F)C)CC(CO)(C)F 3-((1S,3S)-1-(2,6-difluoro-4-((1-(3-fluoropropyl)azetidin-3-yl)oxy)phenyl)-6-fluoro-3-methyl-1,3,4,9-tetrahydro-2H-pyrido[3,4-b]indol-2-yl)-2-fluoro-2-methylpropan-1-ol